N-(1H-indol-4-yl)-1-methyl-9-(1,2,3,6-tetrahydropyridin-4-yl)-6,7-dihydro-5H-benzo[c][1,2,3]triazolo[1,5-a]azepin-7-amine 2,2,2-trifluoroacetate FC(C(=O)O)(F)F.N1C=CC2=C(C=CC=C12)NC1C2=C(C=3N(CC1)N=NC3C)C=CC(=C2)C=2CCNCC2